6-chloro-N-{4-[2-(4-chloro-3-fluorophenoxy)acetamido]bicyclo[2.2.2]oct-1-yl}-4-oxo-3,4-dihydro-2H-1-benzopyran-2-carboxamide ClC=1C=CC2=C(C(CC(O2)C(=O)NC23CCC(CC2)(CC3)NC(COC3=CC(=C(C=C3)Cl)F)=O)=O)C1